CN1C(N=C(C=C1N1CCOCC1)OCC=1C=CC(=C(C#N)C1)OC=1C=NC(=CC1)C(F)(F)F)=O 5-(((1-methyl-6-morpholinyl-2-oxo-1,2-dihydropyrimidin-4-yl)oxy)methyl)-2-((6-(trifluoromethyl)pyridin-3-yl)oxy)benzonitrile